FC(C(C(F)(F)F)OCOC(C(F)(F)F)C(F)(F)F)(F)F 1,1,1,3,3,3-Hexafluoro-2-{[(1,1,1,3,3,3-hexafluoro-2-propanyl)oxy]methoxy}propane